3-hexyl-1-(4-vinylbenzyl)-1H-1,2,4-triazole C(CCCCC)C1=NN(C=N1)CC1=CC=C(C=C1)C=C